[Co+2].C1(=CC=CC=C1)C=1C2=CC=C(N2)C(=C2C=CC(C(=C3C=CC(=C(C=4C=CC1N4)C4=CC=CC=C4)N3)C3=CC=CC=C3)=N2)C2=CC=CC=C2 5,10,15,20-tetraphenyl-21H,23H-porphin cobalt (II)